(βs)-β-chloro-N-methyl-N-(phenylmethyl)-6-(trifluoromethyl)-3-pyridineethylamine Cl[C@H](CN(CC1=CC=CC=C1)C)C=1C=NC(=CC1)C(F)(F)F